CC(C)(C)[O-].[K+].FC1=C(C=C(C=C1)CSC=1N=CC2=C(N1)C(=CN2C)N2CC(C(C2)(F)F)(F)F)CC(=O)O 2-(2-fluoro-5-(((5-methyl-7-(3,3,4,4-tetrafluoropyrrolidin-1-yl)-5H-pyrrolo[3,2-d]pyrimidin-2-yl)thio)methyl)phenyl)acetic acid Potassium tert-butoxide